C1(=CC=CC=C1)C(=S)C1=CC=CC=C1 Diphenylmethanethione